3-(HYDROXYMETHYL)BENZALDEHYDE OCC=1C=C(C=O)C=CC1